BrC1=NC=CC(=C1)N(C=1C2=C(N=C(N1)NN)C=NC=C2F)CC(F)F N-(2-bromopyridin-4-yl)-N-(2,2-difluoroethyl)-5-fluoro-2-hydrazinopyrido[3,4-d]pyrimidin-4-amine